2-(3,4-dihydro-1H-2-benzopyran-8-yl)-4,4,5,5-tetramethyl-1,3,2-dioxaborolane C1OCCC2=C1C(=CC=C2)B2OC(C(O2)(C)C)(C)C